(11-ethyl-1,7,9-triazatricyclo[6.3.1.04,12]dodeca-2,4(12),5,7-tetraen-2-yl)methanol C(C)C1CNC2=NC=CC=3C=C(N1C32)CO